(4-(5-(benzylamino)isoxazol-3-yl)piperidin-1-yl)(3-methyl-4-(trifluoromethyl)phenyl)methanone C(C1=CC=CC=C1)NC1=CC(=NO1)C1CCN(CC1)C(=O)C1=CC(=C(C=C1)C(F)(F)F)C